3-carboxyheptadecanamide C(=O)(O)C(CC(=O)N)CCCCCCCCCCCCCC